C1(CC1)[C@H](CNC(=O)C1=CC(NO1)=O)CC1=C(C=C(C=C1)F)F (R)-N-(2-cyclopropyl-3-(2,4-difluorophenyl)propyl)-3-oxo-2,3-dihydroisoxazole-5-carboxamide